Tert-butyl ((3-(5-(cyclobutylmethyl)-2,3-dihydro-1H-inden-4-yl)ureido)(2-(2-hydroxypropan-2-yl)thiazol-5-yl)(oxo)-λ6-sulfanylidene)carbamate C1(CCC1)CC=1C(=C2CCCC2=CC1)NC(NS(=O)(C1=CN=C(S1)C(C)(C)O)=NC(OC(C)(C)C)=O)=O